C1=NC=CC2=CC(=CC=C12)C1N(CC(CC1)C)C(C(=O)NC=1C=C(C(=NC1)NC(OC(C)(C)C)=O)C)=O tert-butyl (5-(2-(2-(Isoquinolin-6-yl)-5-methylpiperidin-1-yl)-2-oxoacetamido)-3-methylpyridin-2-yl)carbamate